2-(3,4-dimethoxyphenyl)-7-[(2R)-2-methylpiperazin-1-yl]-4H-pyrido[1,2-a]pyrimidin-4-one COC=1C=C(C=CC1OC)C=1N=C2N(C(C1)=O)C=C(C=C2)N2[C@@H](CNCC2)C